ClC1=C(C(=C(C(=C1F)F)F)F)S(=O)(=O)N(CC1=C(C=CC=C1)C#N)CC(=O)N(CC1=CC(=CC(=C1)C1CC1)C1CC1)C1=C(C=C(C(=O)O)C=C1)OCC 4-(2-(2-chloro-N-(2-cyanobenzyl)-3,4,5,6-tetrafluorophenylsulfonamido)-N-(3,5-dicyclopropylbenzyl)acetamido)-3-ethoxybenzoic acid